C(C)(=O)OCC1(COC1)CO [3-(hydroxymethyl)oxetan-3-yl]methyl acetate